3-Pentoxythiophene C(CCCC)OC1=CSC=C1